C(CCCCCCCCCCCCC)(=O)OCC(OC(CCCCCCCCCCCCC)=O)CO glycerol di-myristate